COC(CCCCC[S@](=O)C1=CC=C(C=C1)Cl)=O (S)-6-((4-chlorophenyl)sulfinyl)hexanoic acid methyl ester